The molecule is a cyclohexenecarboxylic acid and an alpha,beta-unsaturated monocarboxylic acid. It derives from a shikimic acid. It is a conjugate acid of a 4-coumaroylshikimate. C1[C@H]([C@@H]([C@@H](C=C1C(=O)O)O)O)OC(=O)/C=C/C2=CC=C(C=C2)O